N-(3-morpholin-4-yl-3-oxo-propyl)-acetamide N1(CCOCC1)C(CCNC(C)=O)=O